methylenebis(phenyl-amine) C(NC1=CC=CC=C1)NC1=CC=CC=C1